CC1(OB(OC1(C)C)C1=C(C(=C2C(OC=3C2=C(C(=C(C3[2H])[2H])C3=CC=2C4=CC=CC=C4C4=CC=CC=C4C2C=C3)[2H])=C1[2H])[2H])[2H])C 4,4,5,5-tetramethyl-2-(8-(triphenylen-2-yl)dibenzo[b,d]furan-3-yl-1,2,4,6,7,9-d6)-1,3,2-dioxaborolane